C(C)N1C[C@H](CC1)OCC1=C(C=CC(=C1)F)S(=O)(=O)NC1=C(C2=C([C@@H]3[C@H](CO2)C3)C=C1)C(=O)O (1aR,7bS)-5-[2-((S)-1-ethylpyrrolidin-3-yloxymethyl)-4-fluoro-benzenesulfonylamino]-1,1a,2,7b-tetrahydrocyclopropa-[c]benzopyran-4-carboxylic acid